benzyl-(1S,2S,6R)-2-(4-bromophenyl)-6-((4-isopropylphenyl)carbamoyl)cyclohexane-1-carboxylic acid C(C1=CC=CC=C1)[C@@]1([C@@H](CCC[C@H]1C(NC1=CC=C(C=C1)C(C)C)=O)C1=CC=C(C=C1)Br)C(=O)O